FC1=CC=C(C=C1)S(=NS(=O)(=O)C1=CC=C(C=C1)[N+](=O)[O-])(=NC(C)(CC(C)(C)C)C)N1C=NC=C1 N-((4-Fluorophenyl)(1H-imidazol-1-yl)((2,4,4-trimethylpentan-2-yl)imino)-λ6-sulfaneylidene)-4-nitrobenzenesulfonamide